4-amino-N-(cyclopropylmethyl)-7-methyl-N-((5-(trifluoromethyl)pyridin-2-yl)methyl)imidazo[1,5-a]quinoxaline-8-carboxamide NC=1C=2N(C3=CC(=C(C=C3N1)C)C(=O)N(CC1=NC=C(C=C1)C(F)(F)F)CC1CC1)C=NC2